N-((3S,4S)-3-((6-(2,6-difluoro-3,5-dimethoxyphenyl)-8-((3,3-dimethylbutan-2-yl)amino)pyrido[3,4-d]pyrimidin-2-yl)amino)tetrahydro-2H-pyran-4-yl)acrylamide FC1=C(C(=C(C=C1OC)OC)F)C1=CC2=C(N=C(N=C2)N[C@@H]2COCC[C@@H]2NC(C=C)=O)C(=N1)NC(C)C(C)(C)C